NC1=CC(=C2C(CCO2)=C1C#N)N1N=C(C=C1)C(C)C 5-amino-7-(3-isopropyl-1H-pyrazol-1-yl)-2,3-dihydrobenzofuran-4-carbonitrile